COC1=C(C=CC=C1)C1=C(C(=CC=C1)C1=C(C=CC=C1)OC)P(C1=CC=CC=C1)C1=CC=CC=C1 2,6-bis(2-methoxyphenyl)phenyl-diphenylphosphine